(1R,3R)-3-(1,3-dioxoisoindolin-2-yl)cyclobutane-1-carboxylic acid tert-butyl ester C(C)(C)(C)OC(=O)C1CC(C1)N1C(C2=CC=CC=C2C1=O)=O